7-((1R,2R,3R,5S)-5-acetoxy-2-((1E,4S)-4-methyl-3-oxonon-1-en-6-yn-1-yl)-3-((tetrahydro-2H-pyran-2-yl)oxy)cyclopentyl)heptanoic acid methyl ester COC(CCCCCC[C@@H]1[C@H]([C@@H](C[C@@H]1OC(C)=O)OC1OCCCC1)\C=C\C([C@H](CC#CCC)C)=O)=O